C(C1=CC=CC=C1)C1=NC=C(C(N1C)=O)C1=CC(=C(C=C1)OC1=CC=NC2=CC(=C(C=C12)OC)OCCCN1CCOCC1)F 2-Benzyl-5-(3-Fluoro-4-{[6-Methoxy-7-(3-Morpholin-4-Ylpropoxy)quinolin-4-Yl]oxy}phenyl)-3-Methylpyrimidin-4(3h)-One